C(C)(C)(C)OC(=O)N1CCC2(CC2C2=NC3=CC(=NC=C3C=C2)Cl)CC1 1-(7-chloro-1,6-naphthyridin-2-yl)-6-azaspiro[2.5]Octane-6-carboxylic acid tert-butyl ester